BrC1=CC=2C(C3=CC=C(C=C3C(C2C=C1)(OCOC)C#C[Si](C(C)C)(C(C)C)C(C)C)Br)(OCOC)C#C[Si](C(C)C)(C(C)C)C(C)C ((2,6-dibromo-9,10-bis((methoxy)methoxy)-9,10-dihydroanthracene-9,10-diyl)bis(ethyn-2,1-diyl))bis(triisopropylsilane)